COC(=O)[C@@H]1N(CCC1)C(=O)OC(C)(C)C (R)-pyrrolidine-1,2-dicarboxylic acid 1-tert-butyl 2-methyl ester